3-((8-(4-(3,3-dimethylbut-1-yn-1-yl)phenyl)octyl)thio)propyl hydrogen ((((R)-1-(6-amino-9H-purin-9-yl)propan-2-yl)oxy)methyl)phosphonate NC1=C2N=CN(C2=NC=N1)C[C@@H](C)OCP(OCCCSCCCCCCCCC1=CC=C(C=C1)C#CC(C)(C)C)(O)=O